C1(CC1)C1=NC=NC(=C1C=1N=CC2=C(N1)N(C(C=C2)=O)CC2=CC=C(C=C2)C2=NC=CC=C2N2CCN(CC2)C)OC 2-(4-cyclopropyl-6-methoxypyrimidin-5-yl)-8-({4-[3-(4-methylpiperazin-1-yl)pyridin-2-yl]phenyl}methyl)pyrido[2,3-d]pyrimidin-7-one